4-[3-(3-Methoxy-benzenesulfonylamino)-benzoylamino]-benzoic acid COC=1C=C(C=CC1)S(=O)(=O)NC=1C=C(C(=O)NC2=CC=C(C(=O)O)C=C2)C=CC1